ClC1=NC(=CC(=N1)N1CCN(CC1)C(C)=O)C 1-(4-(2-chloro-6-methylpyrimidin-4-yl)piperazin-1-yl)ethan-1-one